C(#N)C=1C(=C2C(=NC1N1CC3(CN(C3)C(=O)OC(C)(C)C)CC1)C1CCC(C2)N1)C1=C(C=CC(=C1)OC)F tert-butyl 6-(3-cyano-4-(2-fluoro-5-methoxyphenyl)-6,7,8,9-tetrahydro-5H-6,9-epiminocyclohepta[b]pyridin-2-yl)-2,6-diazaspiro[3.4]octane-2-carboxylate